methyl 5-[2-fluoro-4-(3-oxo-5-phenyl-6,7-dihydro-5H-pyrrolo[2,1-c][1,2,4]triazol-2-yl)phenoxy]-4-methyl-thiazole-2-carboxylate FC1=C(OC2=C(N=C(S2)C(=O)OC)C)C=CC(=C1)N1N=C2N(C1=O)C(CC2)C2=CC=CC=C2